ClC=1C(=C(C=CC1)NC1=C(NC2=C1C(NCC2)=O)C2=NC(=NC=C2)NC[C@@H]2OCCC2)OC (R)-3-((3-chloro-2-methoxyphenyl)amino)-2-(2-(((tetrahydrofuran-2-yl)methyl)amino)pyrimidin-4-yl)-1,5,6,7-tetrahydro-4H-pyrrolo[3,2-c]pyridin-4-one